The molecule is a benzoic acid compound having an iodyl substituent at the ortho-position. It is a member of benzoic acids and an organoiodine compound. It is a tautomer of a 1-hydroxy-1,3-dioxobenziodoxole. C1=CC=C(C(=C1)C(=O)O)I(=O)=O